BrC1=CC=C(C=C1)C=1C=NN2C1COCC2 3-(4-bromophenyl)-6,7-dihydro-4H-pyrazolo[5,1-c][1,4]oxazine